diisopropyl ((((3R,5R)-5-(6-amino-9H-purin-9-yl)tetrahydrofuran-3-yl)oxy)methyl)phosphonate NC1=C2N=CN(C2=NC=N1)[C@H]1C[C@H](CO1)OCP(OC(C)C)(OC(C)C)=O